1,4-bis(4-(2-methacryloxyethyl)phenylamino)anthraquinone C(C(=C)C)(=O)OCCC1=CC=C(C=C1)NC1=CC=C(C=2C(C3=CC=CC=C3C(C12)=O)=O)NC1=CC=C(C=C1)CCOC(C(=C)C)=O